C12CC(CC2C1)N1C(C(N(CC1)CC1=NC=C(N=C1)C1=CC=CC=C1)=O)=O 1-((cis)-bicyclo[3.1.0]hexan-3-yl)-4-((5-phenylpyrazin-2-yl)methyl)piperazine-2,3-dione